C(C)NS(=O)(=O)N1CCN(CC1)C(=O)OCCCC Butyl 4-(ethylsulfamoyl)piperazine-1-carboxylate